C(C)(=O)O[C@H]1[C@@H](SC2=CC(=C(C(=C2)Cl)F)Cl)O[C@@H]([C@@H]([C@@H]1N=[N+]=[N-])OC(C)=O)COC(C)=O 3,5-dichloro-4-fluorophenyl 2,4,6-tri-O-acetyl-3-azido-3-deoxy-1-thio-alpha-D-galactopyranoside